C1(CC1)C1=C(C=NO1)CNC(=O)[C@H]1N(C[C@@H](C1)O)C([C@H](C(C)(C)C)N1N=NC(=C1)C1CC1)=O (2S,4R)-N-[(5-cyclopropylisoxazol-4-yl)methyl]-1-[(2S)-2-(4-cyclopropyltriazol-1-yl)-3,3-dimethyl-butanoyl]-4-hydroxy-pyrrolidine-2-carboxamide